2-(difluoromethyl)-4,5-dimethyl-4,5-dihydro-2H-[1,2,3]triazolo[4,5-c][1,7]naphthyridin-6-amine FC(N1N=C2C(C(N(C3=C(N=CC=C23)N)C)C)=N1)F